COC1=CC=2C=3C4=C(C=CC(=C4NC2C=C1)[N+](=O)[O-])N(N3)CCCN(C)C 9-methoxy-N,N-dimethyl-5-nitropyrazolo[3,4,5-kl]acridine-2(6H)propanamine